BrC(C(=O)NC1=NC=C(N=C1)OC1=C(C=CC=C1F)F)C 2-bromo-N-(5-(2,6-difluorophenoxy)pyrazin-2-yl)propanamide